O1C(OCC1)/C=C/C1=CC=NN1C1=C(C=CC=C1)F (E)-5-(2-(1,3-dioxolan-2-yl)vinyl)-1-(2-fluorophenyl)-1H-pyrazole